CNC(=O)C=1C=NN2C1N=CC=C2 N-methyl-pyrazolo[1,5-a]Pyrimidine-3-carboxamide